CCCCCCCCCC(=O)OCCC The molecule is a decanoate ester obtained by the formal condensation of carboxy group of decanoic acid with propanol. It has a role as a Saccharomyces cerevisiae metabolite. It derives from a decanoic acid and a propan-1-ol.